(4-methoxybenzyl)-1,2,3,3a,7,7a-hexahydro-6H-3,6-methanopyrrolo[3,2-c]pyridin-6-carboxamide COC1=CC=C(CN2CC3C4C=NC(CC42)(C3)C(=O)N)C=C1